C1(=CC=C(C=C1)C[C@H](C[C@@H](C)C(=O)OCC)NC(=O)CCC(=O)[O-])C1=CC=CC=C1 3-((1S,3R)-1-biphenyl-4-ylmethyl-3-ethoxycarbonyl-1-butylcarbamoyl)propionat